FC1=CC=C(C=C1)N1C=NN(C1=O)CSC1=CC(=C(OCC(=O)OCC)C=C1)C Ethyl 2-(4-(((4-(4-fluorophenyl)-5-oxo-4,5-dihydro-1H-1,2,4-triazol-1-yl)methyl)thio)-2-methylphenoxy)acetate